O[C@H]1CN(CC1)C1CCC2=C(NC1=O)N=CC(=C2)/C=C/C(=O)N(CC2=C(OC1=C2C=CC=C1)C)C (E)-3-(7-((R)-3-hydroxypyrrolidin-1-yl)-8-oxo-6,7,8,9-tetrahydro-5H-pyrido[2,3-b]azepin-3-yl)-N-methyl-N-((2-methylbenzofuran-3-yl)methyl)acrylamide